C1N(CC2=CC=CC=C12)C=1N=C2N(C(C1C)=O)C=C(C=C2[C@@H](C)NC2=CC=NC=C2C(=O)O)C (R)-4-((1-(2-(isoindolin-2-yl)-3,7-dimethyl-4-oxo-4H-pyrido[1,2-a]pyrimidin-9-yl)ethyl)amino)nicotinic acid